3,5-dichlorophenyl methyl sulfoxide CS(=O)C1=CC(=CC(=C1)Cl)Cl